4-((5-fluoro-2-((4-morpholinylphenyl)amino)pyrimidin-4-yl)amino)benzoyl-hydrazine FC=1C(=NC(=NC1)NC1=CC=C(C=C1)N1CCOCC1)NC1=CC=C(C(=O)NN)C=C1